N-(3-cyclopropyl-1H-pyrazol-5-yl)-2-(1-(3-(methoxymethyl)phenyl)-1H-pyrazol-4-yl)propanamide C1(CC1)C1=NNC(=C1)NC(C(C)C=1C=NN(C1)C1=CC(=CC=C1)COC)=O